O[N-]C(CCCCCCC)=O N-hydroxyN-octanoyl-amide